7-chloroquinoline-5,8-dione ClC1=CC(C=2C=CC=NC2C1=O)=O